(4-((1H-1,2,4-triazol-1-yl)sulfonyl)phenyl)(4-(pyridin-2-yl)piperazin-1-yl)methanone N1(N=CN=C1)S(=O)(=O)C1=CC=C(C=C1)C(=O)N1CCN(CC1)C1=NC=CC=C1